(S)-2-((tert-Butoxycarbonyl)amino)-3-(4-(3-cyclohexylidene-propyl)phenyl)propanoic acid methyl ester COC([C@H](CC1=CC=C(C=C1)CCC=C1CCCCC1)NC(=O)OC(C)(C)C)=O